O[C@@H]1C[C@H](NC1)C(=O)O (4R)-4-hydroxy-L-proline